FC1=C(C[C@]2(CC23CC3)CNC(=O)C3=NN(C(N3)=O)C)C=CC(=C1)F (S)-N-((1-(2,4-difluorobenzyl)spiro[2.2]pentan-1-yl)methyl)-1-methyl-5-oxo-4,5-dihydro-1H-1,2,4-triazole-3-carboxamide